NC=1C(=NC(=CN1)C=1C=NN(C1)C)C=1C=CC(N(N1)C1=C(C(=CC(=C1Br)OC)OC)Br)=O 6-(3-Amino-6-(1-methyl-1H-pyrazol-4-yl)pyrazin-2-yl)-2-(2,6-dibromo-3,5-dimethoxyphenyl)pyridazin-3(2H)-on